sodium 4-chloro-2-methyl-2H-indazole-5-thiol ClC=1C2=CN(N=C2C=CC1S)C.[Na]